2'-methyl-1'-[[1-(2-methylsulfonylethyl)pyrazol-4-yl]methyl]spiro[4,5-dihydrothieno[2,3-c]pyran-7,4'-piperidine]-2-carbonitrile CC1N(CCC2(C1)OCCC1=C2SC(=C1)C#N)CC=1C=NN(C1)CCS(=O)(=O)C